1-benzyl-3-hydroxy-4-[4-(6-chloropyridazin-3-yl)piperazin-1-ylmethyl]pyridin-2(1H)-one C(C1=CC=CC=C1)N1C(C(=C(C=C1)CN1CCN(CC1)C=1N=NC(=CC1)Cl)O)=O